FC(C1=CC(=NC=N1)OC[C@@H]1CCC2=CCCN12)F (3S,7aS)-3-(((6-(difluoromethyl)pyrimidin-4-yl)oxy)methyl)tetrahydro-1H-pyrrolizine